ethylenebisarachidonic acid amide C(CCCCCC\C=C/C\C=C/C\C=C/C\C=C/CCCC(=O)N)CCCCC\C=C/C\C=C/C\C=C/C\C=C/CCCC(=O)N